3-(3-Methyl-4-(piperazin-1-yl)-1H-indazol-1-yl)piperidine-2,6-dione CC1=NN(C2=CC=CC(=C12)N1CCNCC1)C1C(NC(CC1)=O)=O